C(CC#C)NC(=O)C=1C(=C(NC1C)\C=C\1/C(NC2=CC=C(C=C12)C(=O)N[C@H](C)C1=CC=CC=C1)=O)C (R,Z)-3-((4-(but-3-yn-1-ylcarbamoyl)-3,5-dimethyl-1H-pyrrol-2-yl)methylene)-2-oxo-N-(1-phenylethyl)indoline-5-carboxamide